methyl (3S)-1-(5-bromo-2,3-dihydro-1H-inden-1-yl)pyrrolidine-3-carboxylate BrC=1C=C2CCC(C2=CC1)N1C[C@H](CC1)C(=O)OC